6-(6-carbamoylpyridin-3-yl)-N-(2-methyl-5-(2-(piperidin-1-yl)acetamido)pyridin-3-yl)pyrazolo[1,5-a]pyrazine-3-carboxamide C(N)(=O)C1=CC=C(C=N1)C=1N=CC=2N(C1)N=CC2C(=O)NC=2C(=NC=C(C2)NC(CN2CCCCC2)=O)C